N-(1,2,3,4-Tetrahydronaphthalen-1-yl)pyrido[3,2-d]pyrimidin-4-amine C1(CCCC2=CC=CC=C12)NC=1C2=C(N=CN1)C=CC=N2